NC1=NNC2=C1C(=NC=C2C2=NC=C(C=C2)S(=O)(=O)C)C2=CC=C(CNC(C1=C(C=CC(=C1)F)OC)=O)C=C2 N-(4-(3-amino-7-(5-(methylsulfonyl)pyridin-2-yl)-1H-pyrazolo[4,3-c]pyridin-4-yl)benzyl)-5-fluoro-2-methoxybenzamide